C(CCCCCCCCCCCCCCCCCCCCC)(=O)OCC(CO)O 2,3-dihydroxypropyl docosanoate